ClC=1C=C(C=NC1)OC1=C(C(=O)O)C=C(C=C1)[N+](=O)[O-] 2-[(5-chloro-3-pyridyl)oxy]-5-nitrobenzoic acid